3-(1-isopropyl-1H-benzo[d][1,2,3]triazol-5-yl)-5-(4-methyl-pyridin-3-yl)-1,2,4-oxadiazole C(C)(C)N1N=NC2=C1C=CC(=C2)C2=NOC(=N2)C=2C=NC=CC2C